FC(C(C(F)(F)OC)(C(F)(F)F)F)(F)F (methyl) (nonafluoroisobutyl) ether